NC1=CC(=C(OC2=CC=CC(=N2)OCCOC2CCN(CC2)C(=O)OC(C)(C)C)C=C1)C=1C2=C(C(N(C1)C)=O)NC=C2 tert-butyl 4-[2-[[6-[4-amino-2-(6-methyl-7-oxo-1H-pyrrolo[2,3-c]pyridin-4-yl)phenoxy]-2-pyridyl]oxy]ethoxy]piperidine-1-carboxylate